C1(CCC1)N[C@@]1(CN(CC1)C=1N=NC(=CC1)C1=C(C=C(C=C1)C1=CN=C(S1)C)OCOC)C (3S)-N-cyclobutyl-1-{6-[2-(methoxymethoxy)-4-(2-methyl-1,3-thiazol-5-yl)phenyl]pyridazin-3-yl}-3-methylpyrrolidin-3-amine